FC(COC1=C(C(=O)N)C=CC=C1)(C)C 2-fluoro-isobutoxybenzamide